N[C@H]1CN(C[C@@H](C1)F)C(=O)C=1C=CC=2N(C1)N=C(C2C)C2=CC=1C(=NC(=CC1)C1=CC=C3CNC(C3=C1)=O)N2CC2CC2 6-(2-(6-((3R,5R)-3-amino-5-fluoropiperidine-1-carbonyl)-3-methylpyrazolo[1,5-a]pyridin-2-yl)-1-(cyclopropylmethyl)-1H-pyrrolo[2,3-b]pyridin-6-yl)isoindolin-1-one